(2S,5S)-4-(2,2-dimethyl-3-phenylpropanoyl)-2,3,4,5-tetrahydro-2,5-methanopyrido[3,4-f][1,4]oxazepine-9-carbonitrile CC(C(=O)N1C[C@H]2OC3=C([C@@H]1C2)C=NC=C3C#N)(CC3=CC=CC=C3)C